CC1=C(C(=CC=C1)C)P(C1=C(C=CC=C1C)C)=O Bis(2,6-dimethylphenyl)phosphine oxide